IC1=NN2C(N(CCC2)C2=NC(=NC=C2)N)=C1 4-(2-Iodo-6,7-dihydropyrazolo[1,5-a]pyrimidin-4(5H)-yl)pyrimidin-2-amine